ClC=1C=C(C=CC1)[C@@H]1[C@H](C1)C(=O)NC=1N=NC=C(C1)OCC=1N=C2N(C=C(C=C2)C2CC2)C1 |r| rac-(1S*,2S*)-2-(3-chlorophenyl)-N-(5-((6-cyclopropylimidazo[1,2-a]pyridin-2-yl)methoxy)pyridazin-3-yl)cyclopropane-1-carboxamide